3-bromo-9-chloro-8-(4-(dimethylamino)piperidin-1-yl)-6,6-Dimethyl-5,6-dihydro-11H-benzo[b]carbazol-11-one BrC1=CC=C2C=3C(C4=C(C(C3NC2=C1)(C)C)C=C(C(=C4)Cl)N4CCC(CC4)N(C)C)=O